NC1=CC(=C(C=C1OC)N1CCC2(CCN(CC2)CC2CCN(CC2)C=2C=C3C(N(C(C3=CC2)=O)C2C(NC(CC2)=O)=O)=O)CC1)C=1C=NN(C1)C 5-(4-((9-(4-Amino-5-methoxy-2-(1-methyl-1H-pyrazol-4-yl)phenyl)-3,9-diazaspiro[5.5]undecan-3-yl)methyl)piperidin-1-yl)-2-(2,6-dioxopiperidin-3-yl)isoindoline-1,3-Dione